6-chloro-2-(3-(fluoromethyl)-1H-1,2,4-triazol-5-yl)-5-methoxy-1-methyl-3-(1H-pyrazol-4-yl)-1H-pyrrolo[3,2-b]pyridine ClC=1C=C2C(=NC1OC)C(=C(N2C)C2=NC(=NN2)CF)C=2C=NNC2